N-(1-(1-(2,4-bis(trifluoromethyl)phenyl)ethyl)-3-methyl-1H-pyrazol-4-yl)-[2,3'-bipyridine] FC(C1=C(C=CC(=C1)C(F)(F)F)C(C)N1N=C(C(=C1)N1C(=CC=CC1)C=1C=NC=CC1)C)(F)F